FC1CCN(CC1)CC(=O)NC=1N=CC2=CC=C(C=C2C1)C1=CN=CN1C 2-(4-fluoropiperidin-1-yl)-N-(6-(1-methyl-1H-imidazol-5-yl)isoquinolin-3-yl)acetamide